dichlorotetrafluoroethane carbon [C].ClC(C(F)(F)F)(F)Cl